4-(2-cyclopropyl-3H-imidazo[4,5-b]pyridin-7-yl)-N-(2,2,2-trifluoroethyl)-1H-pyrazole-1-carboxamide C1(CC1)C1=NC=2C(=NC=CC2C=2C=NN(C2)C(=O)NCC(F)(F)F)N1